hexamethylenediamine glutarate, sodium salt [Na+].C(CCCC(=O)[O-])(=O)[O-].NCCCCCCN.[Na+]